5-Acetamidopyridine-2-sulfonyl chloride C(C)(=O)NC=1C=CC(=NC1)S(=O)(=O)Cl